O=C1N(C=CC(=C1)C1=CC=CC=C1)CC1CCN(CC1)C(=O)OC(C)(C)C tert-Butyl 4-((2-oxo-4-phenylpyridin-1(2H)-yl)methyl)piperidine-1-carboxylate